NC(C(C=1N=NC(=CC1)Cl)C=1C(=C(C(=O)NCC)C=CC1)Cl)=O 3-(2-amino-1-(6-chloropyridazin-3-yl)-2-oxoethyl)-2-chloro-N-ethylbenzamide